CN(C1=C(C=C(C=C1C)P(C1=CC(=C(C(=C1)C)N(C)C)C)C=1C(=C(C2=CC=CC=C2C1)C1=CC=CC2=CC=CC=C12)P(C1=CC(=C(C(=C1)C)N(C)C)C)C1=CC(=C(C(=C1)C)N(C)C)C)C)C bis[bis(4-dimethylamino-3,5-dimethylphenyl)phosphino]-1,1'-binaphthyl